FC1=C(C=CC(=C1)O)CC(=O)O 2-(2-fluoro-4-hydroxy-phenyl)acetic acid